4-Amino-5-fluoro-2-methoxypyrimidin NC1=NC(=NC=C1F)OC